5-(4-((7-ethyl-6-oxo-5,6-dihydro-1,5-naphthyridin-3-yl)methyl)-4,7-diazaspiro[2.5]octan-7-yl)-N-methylpicolinamide C(C)C=1C(NC=2C=C(C=NC2C1)CN1C2(CC2)CN(CC1)C=1C=CC(=NC1)C(=O)NC)=O